2-cyclobutyl-N-(5-(6-(3-methoxy-4-(4-methylpiperazine-1-carbonyl)phenyl)pyrazin-2-yl)thiophen-3-yl)acetamide C1(CCC1)CC(=O)NC1=CSC(=C1)C1=NC(=CN=C1)C1=CC(=C(C=C1)C(=O)N1CCN(CC1)C)OC